octadecyl 3,4-dihydroxybenzoate OC=1C=C(C(=O)OCCCCCCCCCCCCCCCCCC)C=CC1O